FC(C(=O)C=1C=CC=C(C(=O)[O-])C1)(F)F 5-(2,2,2-trifluoroacetyl)benzoate